FC1=CC(=C(C(=O)NCCCC[C@@H](C=2NC(=CN2)C2=CC3=CC=CC=C3C=C2)NC(=O)C2=CN=CS2)C=C1)SC (S)-N-(5-(4-fluoro-2-(methylthio)benzamido)-1-(5-(naphthalen-2-yl)-1H-imidazol-2-yl)pentyl)thiazole-5-carboxamide